(R)-4-(4-(3,5-dimethylisoxazol-4-yl)phenyl)-2-oxooxazolidine-3-carboxylic acid tert-butyl ester C(C)(C)(C)OC(=O)N1C(OC[C@H]1C1=CC=C(C=C1)C=1C(=NOC1C)C)=O